C1(CC1)NC(C(CCCC(C)(F)F)CC(=O)O)=O.NC1=NC=CC(=C1Cl)OC1=C(C=C(C=C1)NC1=C(C(=O)NC2=C(C=C(C=C2)F)OCCCN(C)C)C=CC=N1)F 2-((4-((2-amino-3-chloropyridin-4-yl)oxy)-3-fluorophenyl)amino)-N-(2-(3-(dimethylamino)propoxy)-4-fluorophenyl)nicotinamide 1-(cyclopropylamino)-6,6-difluoro-1-oxoheptan-2-yl-acetate